COC1=CC2=C(C3=C(C(OC3)=O)C(=C2C=C1OC)OC)C=1C=NC(=CC1)N(C1=CC(=CC=C1)C(F)(F)F)C 6,7,9-trimethoxy-4-(6-(methyl(3-(trifluoromethyl)phenyl)amino)pyridin-3-yl)naphtho[2,3-c]furan-1(3H)-one